diphenylmethyl(3,4,5-trimethoxy-2-nitrobenzyloxy)silane n-tetradecyl-docosanoate C(CCCCCCCCCCCCC)OC(CCCCCCCCCCCCCCCCCCCCC)=O.C1(=CC=CC=C1)C(C1=CC=CC=C1)[SiH2]OCC1=C(C(=C(C(=C1)OC)OC)OC)[N+](=O)[O-]